(2-(3-(4-(4-methoxybenzyl)-3-oxo-3,4-dihydro-2H-pyrido[3,2-b][1,4]Oxazin-6-yl)-2-oxooxazolidin-5-yl)ethyl)carbamic acid tert-butyl ester C(C)(C)(C)OC(NCCC1CN(C(O1)=O)C=1C=CC=2OCC(N(C2N1)CC1=CC=C(C=C1)OC)=O)=O